CN1C(N(C2=C1C=C(C=C2)N2CC1(C2)CC(C1)CC1CCNCC1)C1C(NC(CC1)=O)=O)=O 3-[3-Methyl-2-oxo-5-[6-(4-piperidylmethyl)-2-azaspiro[3.3]heptan-2-yl]benzimidazol-1-yl]piperidine-2,6-dione